[Br-].C(C)(C)(C)OC(=O)C[P+](C1=CC=CC=C1)(C1=CC=CC=C1)C1=CC=CC=C1 (tert-butoxycarbonylmethyl)triphenylphosphonium bromide